1,1'-(hexane-1,6-diyl)bis(4-methylpyridin-1-ium) bromide [Br-].C(CCCCC[N+]1=CC=C(C=C1)C)[N+]1=CC=C(C=C1)C.[Br-]